ethyl 5,6-dihydro-4H-4,7-ethanothieno[2,3-b]pyridine-3-carboxylate S1C=C(C2=C1N1CCC2CC1)C(=O)OCC